1-(2-((3-methoxybenzyl)oxy)-2-(3-methylphenyl)ethyl)-1H-imidazole COC=1C=C(COC(CN2C=NC=C2)C2=CC(=CC=C2)C)C=CC1